C(=C)C1=CC=C(C=C1)CC(C)C 1-vinyl-4-(2-methylpropyl)benzene